C1(CCC1)N1CCC(CC1)N1CCC(CC1)C=1C=CC2=C(NC(=N2)C2=CC=C(C=C2)S(=O)(=O)C)C1F 6-(1'-cyclobutyl-[1,4'-bipiperidin]-4-yl)-7-fluoro-2-(4-(methylsulfonyl)phenyl)-1H-benzo[d]imidazole